5-fluoro-N-{2-[(3S,4R)-3-fluoro-4-methoxy-piperidin-1-yl]pyrimidin-4-yl}-8-[(2R,3S)-3-(methanesulfonyl-methyl)-2-methylazetidin-1-yl]isoquinolin-3-amine FC1=C2C=C(N=CC2=C(C=C1)N1[C@@H]([C@H](C1)CS(=O)(=O)C)C)NC1=NC(=NC=C1)N1C[C@@H]([C@@H](CC1)OC)F